N-cyclopentyl-5-fluoro-4-[4-methyl-5-oxo-3-(prop-2-yl)-4,5-dihydro-1H-1,2,4-triazol-1-yl]-2-{[(2S)-4-methylpent-2-yl]oxy}benzamide C1(CCCC1)NC(C1=C(C=C(C(=C1)F)N1N=C(N(C1=O)C)C(C)C)O[C@@H](C)CC(C)C)=O